NC1=NC2=C(C=C(C=C2C(N1)=O)N)CSC=1NC=CN1 2,6-diamino-8-(1h-imidazol-2-ylsulfanylmethyl)-3h-quinazoline-4-one